scandium-titanium [Ti].[Sc]